C1=CC=C2C(=C1)C=C(C(=C2C(=O)O)O)O diHydroxynaphthoic acid